(R)-2-(((5s,7R,8R,9s,10R)-8-hydroxy-7-(hydroxymethyl)-9-(4-(3,4,5-trifluorophenyl)-1H-1,2,3-triazol-1-yl)-1,6-dioxaspiro[4.5]dec-10-yl)oxy)propionic acid O[C@H]1[C@H](O[C@@]2(CCCO2)[C@@H]([C@H]1N1N=NC(=C1)C1=CC(=C(C(=C1)F)F)F)O[C@@H](C(=O)O)C)CO